C=C1C=CN2CC=CC2=C1 7-methyleneindolizin